COC1=C(C=CC(=C1)C=1OC2=CC(=CC(=C2C(C1)=O)O)OC)[O-] 2-methoxy-4-(5-hydroxy-7-methoxy-4-oxo-4H-chromen-2-yl)phenolate